(4R,5S)-5-(benzyloxycarbonylamino)-6-tert-butylOxy-4-((dimethylamino)methyl)-6-oxohexylboronic acid C(C1=CC=CC=C1)OC(=O)N[C@@H]([C@H](CCCB(O)O)CN(C)C)C(=O)OC(C)(C)C